3-[rel-(4R)-1-(2-fluoroprop-2-enoyl)-8-methoxy-3,4-dihydro-2H-quinolin-4-yl]-7-[[1-(2-hydroxyethyl)pyrazol-4-yl]amino]-1-methyl-4H-pyrimido[4,5-d]pyrimidin-2-one FC(C(=O)N1CC[C@H](C2=CC=CC(=C12)OC)N1C(N(C2=NC(=NC=C2C1)NC=1C=NN(C1)CCO)C)=O)=C |o1:7|